aminoguanidine bismesylate S(C)(=O)(=O)O.S(C)(=O)(=O)O.NNC(=N)N